(S)-2-(4-(1H-benzo[d]imidazol-2-yl)-6,7-dihydro-1H-imidazo[4,5-c]pyridin-5(4H)-yl)benzo[d]oxazole N1C(=NC2=C1C=CC=C2)[C@H]2N(CCC1=C2N=CN1)C=1OC2=C(N1)C=CC=C2